C(CCCCCC)OCCOCCCCCCC Ethylene glycol diheptyl ether